OCCC1=C(N=C(S1)NC(C1=CC=NC=C1)=O)C N-(5-(2-hydroxyethyl)-4-methylthiazol-2-yl)isonicotinamide